C(=O)(OC(C)(C)C)NCCCCCBr 5-(Boc-amino)-1-pentyl bromide